(4-benzyl-3,3-dimethylpiperazin-1-yl)(7-(3,4-dimethoxyphenyl)pyrazolo[1,5-a]pyrimidin-2-yl)methanone C(C1=CC=CC=C1)N1C(CN(CC1)C(=O)C1=NN2C(N=CC=C2C2=CC(=C(C=C2)OC)OC)=C1)(C)C